C1(CCC1)CN(C(OC(C)(C)C)=O)[C@H]1CN(CCC1)C=1N=NC(=CC1)C(CC)NC(=O)C=1N=C2N(C(C1)=O)C=CC=C2 tert-butyl N-(cyclobutylmethyl)-N-[(3R)-1-[6-[1-[(4-oxopyrido[1,2-a]pyrimidine-2-carbonyl)amino]propyl]pyridazin-3-yl]-3-piperidyl]carbamate